methyl 1-[(4R)-2-[[2-chloro-3-[2-chloro-3-(pyrido[3,4-b]pyrazin-5-ylamino)phenyl]phenyl]carbamoyl]-4,5,6,7-tetrahydropyrazolo[1,5-a]pyridin-4-yl]piperidine-4-carboxylate ClC1=C(C=CC=C1C1=C(C(=CC=C1)NC1=NC=CC=2C1=NC=CN2)Cl)NC(=O)C2=NN1C([C@@H](CCC1)N1CCC(CC1)C(=O)OC)=C2